OXYBENZENE C1=CC=C(C=C1)O